OC[C@@H]1C[C@@]2(CN1C(=O)OC(C)(C)C)C(NC1=CC=C(C=C12)C)=O tert-butyl (3R,5'S)-5'-(hydroxymethyl)-5-methyl-2-oxospiro[indoline-3,3'-pyrrolidine]-1'-carboxylate